2-[[6-(hydroxymethyl)-4-methyl-6,7-dihydro-5H-cyclopenta[c]pyridin-3-yl]oxy]-N-methylacetamide OCC1CC2=C(C=NC(=C2C)OCC(=O)NC)C1